4-(5-cyano-2-(difluoromethoxy)phenyl)-N-(5-(5-(difluoromethyl)picolinoyl)-5,6-dihydro-4H-pyrrolo[3,4-d]thiazol-2-yl)-6-methylnicotinamide C(#N)C=1C=CC(=C(C1)C1=CC(=NC=C1C(=O)NC=1SC2=C(N1)CN(C2)C(C2=NC=C(C=C2)C(F)F)=O)C)OC(F)F